3-(benzyloxy)-4,4-dimethoxy-3-(2-methylallyl)tetrahydro-2H-pyran C(C1=CC=CC=C1)OC1(COCCC1(OC)OC)CC(=C)C